1-chloro-N-[(3R)-1-methyl-3-piperidyl]pyrido[3,4-d]pyridazin-4-amine ClC1=C2C(=C(N=N1)N[C@H]1CN(CCC1)C)C=NC=C2